COC=1C=C(C=NC1)C=1C=C2C3=C(NC2=CC1)N=CN=C3N[C@@H]3CC[C@H](CC3)N3CCOCC3 6-(5-methoxypyridin-3-yl)-N-(trans-4-morpholinocyclohexyl)-9H-pyrimido[4,5-b]indol-4-amine